NC1[C@@H]2CN(C[C@H]12)CCC1CCN(CC1)C1=CC=C(C=C1)NC1C(NC(CC1)=O)=O 3-((4-(4-(2-((1R,5S,6s)-6-amino-3-azabicyclo[3.1.0]hexan-3-yl)ethyl)piperidin-1-yl)phenyl)amino)piperidine-2,6-dione